FC1=C(C=C(C(=C1)F)[N+](=O)[O-])C=1N=C(SC1)NC1=CC(=CC=C1)C(F)(F)F 4-(2,4-difluoro-5-nitrophenyl)-N-(3-(trifluoromethyl)phenyl)thiazol-2-amine